ClC1=CN=CC(=N1)C1=CC=2N(C=C1)N=C(N2)N2C(=CC=C2C)C 7-(6-chloropyrazin-2-yl)-2-(2,5-dimethyl-1H-pyrrol-1-yl)-[1,2,4]triazolo[1,5-a]pyridine